5-ethoxy-4-methyl-2-((trimethylsilyl)ethynyl)aniline C(C)OC=1C(=CC(=C(N)C1)C#C[Si](C)(C)C)C